Cl.ClC1=C(N)C=CC=C1Cl 2,3-dichloroaniline hydrochloride